[N+](=[N-])=CC(CC[C@@H](C(=O)OC(C)C)NC([C@H](CC1=CC=C(C=C1)O)O)=O)=O isopropyl (S)-6-diazo-2-((S)-2-hydroxy-3-(4-hydroxyphenyl)propanamido)-5-oxohexanoate